8-oxa-3-azabicyclo[3.2.1]octane-3-formamidine C12CN(CC(CC1)O2)C(=N)N